ClC1=NC=C(C(=N1)C=1C=C(C2=C(N(C(=N2)C2C(C2)(F)F)C(C)C)C1)F)Cl 6-(2,5-dichloropyrimidin-4-yl)-2-(2,2-difluorocyclopropyl)-4-fluoro-1-isopropyl-1H-benzo[d]imidazole